IC=1C=CC=CC1 5-iodo-benzene